tetraoxo-behenyl-trimethoxysilane O=C(C(C([Si](OC)(OC)OC)=O)=O)CCCCCCCCCCCCCCCCCCC=O